6-bromo-3-fluoro-1-(tetrahydro-2H-pyran-2-yl)-1H-indazol-5-amine BrC1=C(C=C2C(=NN(C2=C1)C1OCCCC1)F)N